CSC=1C=NC(=NC1)N[C@@H]1C[C@H](CC1)NC1=CC=C(C=N1)N1C(C=CC=C1)=O 1-(6-{[(1S,3S)-3-[(5-methylthiopyrimidin-2-yl)amino]cyclopentyl]amino}pyridin-3-yl)-1,2-dihydropyridin-2-one